C(C)(=O)N1C=C(C2=CC(=CC=C12)OC)C(=O)N 1-acetyl-5-methoxy-1H-indole-3-carboxamide